(1R,4S)-4,7,7-trimethyl-3-oxo-N-[(1R,3S)-3-{[2-(trifluoromethyl)quinolin-4-yl]amino}cyclohexyl]-2-oxabicyclo[2.2.1]heptane-1-carboxamide C[C@]12C(O[C@](CC1)(C2(C)C)C(=O)N[C@H]2C[C@H](CCC2)NC2=CC(=NC1=CC=CC=C21)C(F)(F)F)=O